(2S,6R)-2-hydroxy-2-methyl-6-methylamino-6-(4-(trifluoromethyl)phenyl)cyclohexan-1-one O[C@@]1(C([C@@](CCC1)(C1=CC=C(C=C1)C(F)(F)F)NC)=O)C